5-chloro-N-[(1S)-3-(methylamino)-2,3-dioxo-1-[[(3S)-2-oxopyrrolidin-3-yl]methyl]propyl]-2-[[2-(trifluoromethyl)cyclopropanecarbonyl]amino]benzamide ClC=1C=CC(=C(C(=O)N[C@H](C(C(=O)NC)=O)C[C@H]2C(NCC2)=O)C1)NC(=O)C1C(C1)C(F)(F)F